methyl 7-bromo-2-(1-tert-butoxycarbonyl-3,6-dihydro-2H-pyridin-5-yl)-1H-indole-5-carboxylate BrC=1C=C(C=C2C=C(NC12)C1=CCCN(C1)C(=O)OC(C)(C)C)C(=O)OC